N'-hydroxy-5-((1-methyl-3-(4-(trifluoromethyl)phenyl)-1H-pyrazol-5-yl)amino)pyridinecarboxamidine ON=C(N)C1=NC=C(C=C1)NC1=CC(=NN1C)C1=CC=C(C=C1)C(F)(F)F